CC=1C=C(C=C2C3=C(NC12)N=CN=C3N)C(F)(F)F 8-methyl-6-(trifluoromethyl)-9H-pyrimido[4,5-b]indol-4-amine